3-(tert-Butyl) 2-methyl (1R,2S,5S)-8-benzyl-3,8-diazabicyclo[3.2.1]octane-2,3-dicarboxylate C(C1=CC=CC=C1)N1[C@H]2[C@H](N(C[C@@H]1CC2)C(=O)OC(C)(C)C)C(=O)OC